C1(CCCCC1)C1=CC=C(C=C1)C1=NC=2N(C=C1)N=C(C2C(=O)N2CC(C2)CF)C2CNCCO2 5-(4-Cyclohexylphenyl)-3-(3-(fluoromethyl)azetidine-1-carbonyl)-2-(morpholin-2-yl)pyrazolo[1,5-a]pyrimidin